pentaerythritol tetrakis(3-mercapto-butyrate) SC(CC(=O)OCC(COC(CC(C)S)=O)(COC(CC(C)S)=O)COC(CC(C)S)=O)C